FC1(CCC(CC1)CC1=NOC(N1C(C)C1=CC=CC=C1)=O)F 3-[(4,4-difluorocyclohexyl)methyl]-4-(1-phenylethyl)-4,5-dihydro-1,2,4-oxadiazol-5-one